C12(CC3CC(CC(C1)C3)C2)F 1-adamantyl fluoride